FC1=C2C=CNC2=CC(=C1OC=1C=CC(=C(C1)C=1NC2=C(C(N(CC2)C)C=2C(=C(C=CC2)CC(C(=O)O)C)F)N1)F)F 3-[3-[2-[5-[(4,6-difluoro-1H-indol-5-yl)oxy]-2-fluoro-phenyl]-5-methyl-1,4,6,7-tetrahydroimidazo[4,5-c]pyridin-4-yl]-2-fluoro-phenyl]-2-methyl-propanoic acid